Cl.Cl.N1(C=NC=C1)C1=CC=C(C=NNC2=CC=NC3=CC(=CC=C23)Cl)C=C1 4-(2-(4-(1H-imidazol-1-yl)benzylidene)hydrazino)-7-chloroquinoline dihydrochloride